1,N1-diphenylbenzene-1,4-diamine C1(=CC=CC=C1)C1(CC=C(C=C1)N)NC1=CC=CC=C1